(2R,4R)-1-(3-chloro-2-fluorobenzyl)-4-((4-chloro-3-fluoro-5-methyl-6-((5-methyl-1H-pyrazol-3-yl)amino)pyridin-2-yl)methyl)-2-methylpiperidine-4-carboxylic acid ClC=1C(=C(CN2[C@@H](C[C@@](CC2)(C(=O)O)CC2=NC(=C(C(=C2F)Cl)C)NC2=NNC(=C2)C)C)C=CC1)F